FC=1C=C(CC2=CN=C(S2)NC(=O)C2COCC2)C=C(C1)F N-(5-(3,5-difluorobenzyl)thiazol-2-yl)tetrahydrofuran-3-carboxamide